3-Amino-5-(2,2,2-trifluoroethyl)-1,5-dihydro-4H-pyrazolo[4,3-c]pyridin-4-one NC1=NNC2=C1C(N(C=C2)CC(F)(F)F)=O